N-(4-chlorophenethyl)-5-(5-((1R,5S,6r)-6-(4-methyl-1H-1,2,3-triazol-5-yl)-3-azabicyclo[3.1.0]hexan-3-yl)-1,3,4-oxadiazol-2-yl)pyrimidin-2-amine ClC1=CC=C(CCNC2=NC=C(C=N2)C=2OC(=NN2)N2C[C@H]3C([C@H]3C2)C2=C(N=NN2)C)C=C1